FC(N1N=CC(=C1)C1=NNC(=C1NC1CC12C(N(C=1N=CN=CC12)[C@H]1C[C@@H](CCC1)O)=O)C)F 2-((1'-(difluoromethyl)-5-methyl-1H,1'H-[3,4'-bipyrazol]-4-yl)amino)-7'-((1R,3R)-3-hydroxycyclohexyl)spiro[cyclopropane-1,5'-pyrrolo[2,3-d]pyrimidin]-6'(7'H)-one